O[C@H](COC=1C=C(C=CC1)S(=O)(=O)N)CN[C@H]1COC2(C1)CCN(CC2)S(=O)(=O)C=2C=NC1=CC(=CC=C1C2O)C 3-((S)-2-hydroxy-3-((R)-8-(4-hydroxy-7-methylquinolin-3-ylsulfonyl)-1-oxa-8-azaspiro[4.5]decan-3-ylamino)propoxy)benzenesulfonamide